BrC=1C(=C(C=C(C1)Cl)C(C(=O)OCC)C(C(C)C)=O)O[Si](C)(C)C(C)(C)C ethyl 2-(3-bromo-2-((tert-butyldimethylsilyl)oxy)-5-chlorophenyl)-4-methyl-3-oxopentanoate